5α-ergosta-7,22-dien-6-one CC(C)[C@@H](C)C=C[C@@H](C)[C@H]1CC[C@H]2C3=CC([C@H]4CCCC[C@]4(C)[C@H]3CC[C@]12C)=O